1-(3-((1-isopropyl-6-((6-(trifluoromethyl)pyrimidin-4-yl)amino)-1H-pyrrolo[3,2-c]pyridin-4-yl)oxy)pyrrolidin-1-yl)prop-2-en-1-one C(C)(C)N1C=CC=2C(=NC(=CC21)NC2=NC=NC(=C2)C(F)(F)F)OC2CN(CC2)C(C=C)=O